2-(4-isopropyl-5-(8-methoxy-[1,2,4]triazolo[1,5-a]pyridin-6-yl)-1H-pyrazol-3-yl)-4-methyl-5-(4-((tetrahydro-2H-pyran-4-yl)methyl)piperazin-1-yl)thiazole C(C)(C)C=1C(=NNC1C=1C=C(C=2N(C1)N=CN2)OC)C=2SC(=C(N2)C)N2CCN(CC2)CC2CCOCC2